6-({5-[2-Cyclopropyl-6-(trifluoromethyl)pyridin-4-yl]-7-({[1-(methoxymethyl)cyclopentyl]methyl}(methyl)amino)-1H-imidazo[4,5-b]pyridin-2-yl}carbamoyl)pyridine-3-carboxylic acid C1(CC1)C1=NC(=CC(=C1)C1=CC(=C2C(=N1)N=C(N2)NC(=O)C2=CC=C(C=N2)C(=O)O)N(C)CC2(CCCC2)COC)C(F)(F)F